2-(3-Bromo-4-fluorophenoxy)-1-fluoro-4-methyl-5-nitro-3-vinylbenzene BrC=1C=C(OC2=C(C=C(C(=C2C=C)C)[N+](=O)[O-])F)C=CC1F